5'-O-(tert-butyldimethylsilyl)-2'-deoxy-2'-fluoroadenosine [Si](C)(C)(C(C)(C)C)OC[C@@H]1[C@H]([C@H]([C@@H](O1)N1C=NC=2C(N)=NC=NC12)F)O